1-(4-morpholinobenzphenyl)butanone O1CCN(CC1)C1=CC=CC=2C=CC=C(C21)CC(CC)=O